CC1(NC(NC1=O)=O)C1=CC(=C(C#N)C=C1)C(F)(F)F 4-(4-methyl-2,5-dioxoimidazolidin-4-yl)-2-trifluoromethylbenzonitrile